FC1=CC(=CC2=CN(N=C12)C)C=1C=NC(=C(C1)OCOC)C=1N=NC(=CC1)N1CC(NC(C1)(C)C)(C)C 7-Fluoro-5-[5-(methoxymethoxy)-6-[6-(3,3,5,5-tetramethylpiperazin-1-yl)pyridazin-3-yl]-3-pyridyl]-2-methyl-indazole